ethyl 4-(((1r,4r)-4-((N-methylsulfamoyl) methyl) cyclohexyl) amino)-1-p-toluenesulfonyl-1H-pyrrolo[2,3-b]pyridine-5-carboxylate CNS(=O)(=O)CC1CCC(CC1)NC1=C2C(=NC=C1C(=O)OCC)N(C=C2)S(=O)(=O)C2=CC=C(C)C=C2